tert-butyl (N-(2-(1-(7-methoxy-6-(methoxymethoxy)quinolin-4-yl)piperidin-4-yl)propyl)sulfamoyl)carbamate COC1=C(C=C2C(=CC=NC2=C1)N1CCC(CC1)C(CNS(=O)(=O)NC(OC(C)(C)C)=O)C)OCOC